1,3-dibromo-5-methyl-benzene BrC1=CC(=CC(=C1)C)Br